NC=1C(=C(C(=O)NCC2=CC(=C(C=C2)OC)F)C(=CC1)Cl)OCC1CC1 3-amino-6-chloro-2-(cyclopropylmethoxy)-N-(3-fluoro-4-methoxybenzyl)benzamide